N-(3,4-dihydroxybenzyl)-2-((4-fluorobenzo[d]thiazol-2-yl)thio)acetamide OC=1C=C(CNC(CSC=2SC3=C(N2)C(=CC=C3)F)=O)C=CC1O